O1CCC(=CC1)C1=NNC=2CN(CCC21)C(=O)OC(C)(C)C tert-butyl 3-(3,6-dihydro-2H-pyran-4-yl)-1,4,5,7-tetrahydro-6H-pyrazolo[3,4-c]pyridine-6-carboxylate